C(C)[C@@]12N(C=3C(=NN=C(C3)C3=C(C=CC=C3)O)NC1)C[C@@H](C2)OC2=NC=C(C=C2)C=C 2-((6aS,8R)-6a-ethyl-8-((5-vinylpyridin-2-yl)oxy)-5,6,6a,7,8,9-hexahydropyrrolo-[1',2':4,5]pyrazino[2,3-c]pyridazin-2-yl)phenol